3-[(3-acryloylaminopropyl) dimethylammonio]propanoate C(C=C)(=O)NCCC[N+](CCC(=O)[O-])(C)C